7,10,10-trimethyl-2-methoxyphenanthrene CC1=CC=C2C=3C=CC(=CC3C(CC2=C1)(C)C)OC